NC=1C(NC2=C3C=CC=NC3=C(C=C2C1C1=C2C=NNC2=C(C=C1)F)OC1CC(C1)C#N)=O (1r,3r)-3-[[3-amino-4-(7-fluoro-1H-indazol-4-yl)-2-oxo-1H-1,7-phenanthrolin-6-yl]oxy]cyclobutane-1-carbonitrile